COC(C1=CC(=CC(=C1)O[C@@H]1COCC1)C=1SC(=CN1)CC)=O 3-(5-Ethyl-1,3-thiazol-2-yl)-5-[(3S)-tetrahydro-furan-3-yloxy]benzoic acid methyl ester